(3-(4-(5-(trifluoromethyl) pyrimidin-2-yl) piperazine-1-carbonyl) bicyclo[1.1.1]pent-1-yl) carbamate C(N)(OC12CC(C1)(C2)C(=O)N2CCN(CC2)C2=NC=C(C=N2)C(F)(F)F)=O